Methyl 5-({[1-(2,4-difluorophenyl) cyclopropyl] carbonyl} amino)-2-(1-isobutyl-1H-pyrazol-4-yl)benzoate FC1=C(C=CC(=C1)F)C1(CC1)C(=O)NC=1C=CC(=C(C(=O)OC)C1)C=1C=NN(C1)CC(C)C